C1CCCCN2C1C=1NC3=CC=CC=C3C1CC2 2,3,4,5,7,8,13,13b-Octahydro-1H-azepino[1',2':1,2]pyrido[3,4-b]indole